FC(C=1C=C(C=CC1)[N+]1=CNC=C1)(F)F 3-(3-(trifluoromethyl)phenyl)imidazolium